C(#N)C=1C=CC(=C(OCC2=C(C=CC=C2)/C(/C(=O)[O-])=C\OC)C1)C (E)-2-[2-[(5-cyano-2-methylphenoxy) methyl] phenyl]-3-methoxyprop-2-enoate